CC1=C(C=CC(=C1)C)S(=O)(=O)CC(=O)N ((2,4-dimethylphenyl)sulfonyl)acetamide